5-(3-(3-bromo-4,5-difluorophenyl)-2,2-dichloropropane-1-carboxamido)-2-chloro-N-(2,4-difluorophenyl)benzamide BrC=1C=C(C=C(C1F)F)CC(CC(=O)NC=1C=CC(=C(C(=O)NC2=C(C=C(C=C2)F)F)C1)Cl)(Cl)Cl